CN(C1(CCC1)CNC=1C2=C(N=C(N1)OC[C@]13CCCN3C[C@@H](C1)F)C(=C(N=C2)C2=CC=CC1=CC=CC(=C21)F)F)C N-((1-(dimethylamino)cyclobutyl)methyl)-8-fluoro-7-(8-fluoronaphthalen-1-yl)-2-(((2R,7aS)-2-fluorotetrahydro-1H-pyrrolizin-7a(5H)-yl)methoxy)pyrido[4,3-d]pyrimidin-4-amine